3-(5-((2-(4-(6-(6-((R)-2-(3-fluorophenyl)pyrimidin-1-yl)imidazo[1,2-b]pyridazin-3-yl)pyridin-2-yl)piperazin-1-yl)ethyl)amino)-1-oxoisoindolin-2-yl)piperidine-2,6-dione FC=1C=C(C=CC1)[C@H]1N(C=CC=N1)C=1C=CC=2N(N1)C(=CN2)C2=CC=CC(=N2)N2CCN(CC2)CCNC=2C=C1CN(C(C1=CC2)=O)C2C(NC(CC2)=O)=O